NC1=NC(=C(C=C1C=1C=C2C(=CNC(C2=CC1)=O)C)C=1C=C2[C@@H](CCOC2=CC1)N(C)C)F (R)-6-(2-amino-5-(4-(dimethylamino)chroman-6-yl)-6-fluoropyridin-3-yl)-4-methylisoquinolin-1(2H)-one